FC=1C2=C(C=C3C(=C(C(NC13)=O)C(C)C)O)C=NN2 9-fluoro-5-hydroxy-6-isopropyl-1,8-dihydropyrazolo[4,3-g]quinolin-7-one